3'-O-[tert-butyl-(dimethyl)silyl]inosine C(C)(C)(C)[Si](O[C@H]1[C@H]([C@@H](O[C@@H]1CO)N1C=NC=2C(O)=NC=NC12)O)(C)C